NC1=NC=C(C2=C1C=NN2)NC(C(=O)N(CC2=NC=CC=C2)CC2=C(C(=CC=C2)N(C)C)C)=O N1-(4-amino-1H-pyrazolo[4,3-c]pyridin-7-yl)-N2-(3-(dimethylamino)-2-methylbenzyl)-N2-(pyridin-2-ylmethyl)oxalamide